2-fluoro-6-((3-methoxyphenyl)sulfonyl)benzaldehyde FC1=C(C=O)C(=CC=C1)S(=O)(=O)C1=CC(=CC=C1)OC